7-((3R,5S)-1-propenoyl-5-methylpyrrolidin-3-yl)-4-amino-N-(cyclohexylmethyl)-6-(prop-1-yn-1-yl)-7H-pyrrolo[2,3-d]pyrimidine-5-carboxamide C(C=C)(=O)N1C[C@@H](C[C@@H]1C)N1C(=C(C2=C1N=CN=C2N)C(=O)NCC2CCCCC2)C#CC